FC1=C(C=CC(=C1F)OC)C1=CN=C2N1C=CN=C2NC2=CC(=C(C=C2)N)CC N4-[3-(2,3-difluoro-4-methoxy-phenyl)imidazo[1,2-a]pyrazin-8-yl]-2-ethyl-benzene-1,4-diamine